Tert-Butyl N-[(1S)-1-[4-(4,4,5,5-tetramethyl-1,3,2-dioxaborolan-2-yl)phenyl]ethyl]carbamate CC1(OB(OC1(C)C)C1=CC=C(C=C1)[C@H](C)NC(OC(C)(C)C)=O)C